ClC1=C(C=CC=C1)C=1CCCC2=C(C1C1=CC=C(CC3CN(C3)CCCF)C=C1)C=CC=C2 3-(4-(8-(2-chlorophenyl)-6,7-dihydro-5H-benzo[7]annulen-9-yl)benzyl)-1-(3-fluoropropyl)azetidine